N[C@@H]1C2=CC=CC=C2CC12CCN(CC2)C=2N=CC(=NC2CO)SC2=NC(=NC=C2)O (S)-4-((5-(1-amino-1,3-dihydrospiro[inden-2,4'-piperidin]-1'-yl)-6-(hydroxymethyl)pyrazin-2-yl)thio)pyrimidin-2-ol